(Z)-2-fluoro-3-(7-fluoro-1H-indazol-6-yl)-N-(2-fluoro-6-methoxy-4-methylpyridin-3-yl)acrylamide F\C(\C(=O)NC=1C(=NC(=CC1C)OC)F)=C/C1=CC=C2C=NNC2=C1F